OC1OC(C2=C1C(=C(C=C2)CNC(OC(C)(C)C)=O)C)=O tert-butyl N-[(3-hydroxy-4-methyl-1-oxo-1,3-dihydro-2-benzofuran-5-yl)methyl]carbamate